2-(4-Nitrophenyl)morpholine-4-carboxylic acid tert-butyl ester C(C)(C)(C)OC(=O)N1CC(OCC1)C1=CC=C(C=C1)[N+](=O)[O-]